C(C)[Si]1(O[Si](O[Si](O[Si](O1)(CC=C)CC)(CC=C)CC)(CC=C)CC)CC=C tetraethyl-tetraallylcyclotetrasiloxane